[Cl-].[Cl-].C(CCC=C)P 4-Pentenylphosphine dichloride